3-benzoyloxyiminobutan-2-one C(C1=CC=CC=C1)(=O)ON=C(C(C)=O)C